(methoxymethyl)azetidine hydrochloride Cl.COCN1CCC1